tert-butyl 4-((1r,4r)-4-(5-amino-6-(2-(benzyloxy)ethoxy)-2H-indazol-2-yl)cyclohexyl)piperazine-1-carboxylate NC1=CC2=CN(N=C2C=C1OCCOCC1=CC=CC=C1)C1CCC(CC1)N1CCN(CC1)C(=O)OC(C)(C)C